2-((2,2-difluoro-1-(1-((2-(trimethylsilyl)ethoxy)methyl)-1H-imidazol-4-yl)ethyl)amino)-6-(trifluoromethyl)nicotinic acid FC(C(C=1N=CN(C1)COCC[Si](C)(C)C)NC1=C(C(=O)O)C=CC(=N1)C(F)(F)F)F